1-(4-Amino-9-methoxy-2-(2-methoxyethyl)-1H-imidazo[4,5-c]quinolin-1-yl)-2-methyl-2-propanol NC1=NC=2C=CC=C(C2C2=C1N=C(N2CC(C)(O)C)CCOC)OC